BrC1=CC=2N=CN=CC2N=C1C1CC1 7-bromo-6-cyclopropylpyrido[3,2-d]pyrimidine